2-[(5'S,7a'R)-5'-(3,5-difluorophenyl)-3'-oxotetrahydro-1H,3'H-spiro[piperidine-4,2'-pyrrolo[2,1-b][1,3]oxazol]-1-yl]-5-fluoro-N-(propan-2-yl)pyrimidine-4-carboxamide FC=1C=C(C=C(C1)F)[C@@H]1CC[C@H]2OC3(C(N21)=O)CCN(CC3)C3=NC=C(C(=N3)C(=O)NC(C)C)F